ClC1=CC(=C(CN2CCCC23CCN(CC3)C(=O)OC(C(F)(F)F)C(F)(F)F)C=C1)N1CC3C(C1)COC3 1,1,1,3,3,3-hexafluoropropan-2-yl 1-(4-chloro-2-(tetrahydro-1H-furo[3,4-c]pyrrol-5(3H)-yl) benzyl)-1,8-diazaspiro[4.5]decane-8-carboxylate